P(=O)(OCC[NH+](CCCCCCCC)CCCCCCCC)(OCCCCCCCCCC)[O-] (2-(dioctylammonio) ethyl) decyl phosphate